(R)-5-(4-((7-Cyclopropyl-6-oxo-5,6-dihydro-1,5-naphthyridin-3-yl)methyl)piperazin-1-yl)-6-Methyl-N-(tetrahydrofuran-3-yl)pyridineamide C1(CC1)C=1C(NC=2C=C(C=NC2C1)CN1CCN(CC1)C=1C=CC(=NC1C)C(=O)N[C@H]1COCC1)=O